FC1(CNCC[C@H]1C1=CC(=C(C=C1F)C1=C2C=C(NC2=C(C(=C1)C1=CCCN(C1)C(CCN1N=CC=C1)=O)F)C(=O)N(C)C)F)F 4-[4-[(4S)-3,3-difluoro-4-piperidyl]-2,5-difluoro-phenyl]-7-fluoro-N,N-dimethyl-6-[1-(3-pyrazol-1-ylpropanoyl)-3,6-dihydro-2H-pyridin-5-yl]-1H-indole-2-carboxamide